CN1N=CC(=C1)C1=CN=C(C2=CC(=C(C=C12)C(=O)N)OC(C)C)OC[C@H]1NC(CC1)=O 4-(1-methyl-1H-pyrazol-4-yl)-1-{[(2S)-5-oxopyrrolidin-2-yl]methoxy}-7-(prop-2-yloxy)isoquinoline-6-carboxamide